N1CCCC1 2H-pyrroline